N1=C(N=C(C=C1)N1C(C2=CC(=C(C=C2C1CCOC)F)OC)=O)C1=NC=CC=N1 2-([2,2'-bipyrimidin]-4-yl)-5-fluoro-6-methoxy-3-(2-methoxyethyl)isoindolin-1-one